ClC=1C=CC(=C(C1)C1=C2C(=NC(=C1)C)C(=CS2)C(=O)OC)OCCN2C(=NC=1CCC3(CC1C2=O)CN(C3)C3CC3)C methyl 7-(5-chloro-2-(2-(1-cyclopropyl-2'-methyl-4'-oxo-7',8'-dihydro-4'H-spiro[azetidine-3,6'-quinazolin]-3'(5'H)-yl)ethoxy)phenyl)-5-methylthieno[3,2-b]pyridine-3-carboxylate